2,4-dimethyl-3-octenoic acid CC(C(=O)O)C=C(CCCC)C